N-(3,5-bis(trifluoromethyl)phenyl)-5-chlorosalicylamide FC(C=1C=C(C=C(C1)C(F)(F)F)NC(C=1C(O)=CC=C(C1)Cl)=O)(F)F